ClC1=C(NC2=NN(C=3C2=NC=CC3)C)C=CC=C1C1=CC=CC=C1 3-(2-chloro-3-phenylanilino)-1-methylpyrazolo[4,5-b]pyridin